5-((3,4-Dichlorobenzyl)amino)-1-(2-(2-hydroxyethoxy)ethyl)-1H-pyrazolo[4,3-d]pyrimidin-7(6H)-one ClC=1C=C(CNC=2NC(C3=C(N2)C=NN3CCOCCO)=O)C=CC1Cl